3-(4,4,5,5-tetramethyl-1,3,2-dioxaborolan-2-yl)-4-(trifluoromethyl)phenol CC1(OB(OC1(C)C)C=1C=C(C=CC1C(F)(F)F)O)C